ClC=1C2=C(N=CN1)NC=C2C2CC2 4-chloro-5-cyclopropyl-7H-pyrrolo[2,3-d]pyrimidine